4-ethyl-benzenesulfonyl chloride C(C)C1=CC=C(C=C1)S(=O)(=O)Cl